C(C)(C)C1(NC(=NC(=N1)NC=1C=NC=C(C1)C(F)(F)F)C1=NC(=CC=C1)C(F)(F)F)N 2-isopropyl-6-(6-(trifluoromethyl)pyridin-2-yl)-N4-(5-(trifluoromethyl)pyridin-3-yl)-1,3,5-triazine-2,4-diamine